(S)-2-{[7-(4-fluorobenzyloxy)benzo[d][1,3]dioxol-4-yl]methylamino}propanamide FC1=CC=C(COC2=CC=C(C3=C2OCO3)CN[C@H](C(=O)N)C)C=C1